[3-(dimethylamino)-1-hydroxypropane-1,1-diyl]bis(phosphonic acid) CN(CCC(O)(P(O)(O)=O)P(O)(O)=O)C